4-(4-(1-aminoethyl)-8-fluoro-2-methylquinolin-6-yl)-N-(1-(ethylsulfonyl)piperidin-4-yl)-5-fluoropyrimidin-2-amine NC(C)C1=CC(=NC2=C(C=C(C=C12)C1=NC(=NC=C1F)NC1CCN(CC1)S(=O)(=O)CC)F)C